N-arachidoyl-serine C(CCCCCCCCCCCCCCCCCCC)(=O)N[C@@H](CO)C(=O)O